4-(((S)-1-(3-((S)-1-(2,2-difluorobenzo[d][1,3]dioxol-5-yl)ethoxy)-4-fluorophenyl)-3-(trifluoromethyl)-4,5,6,7-tetrahydro-1H-indazol-7-yl)oxy)benzoic acid FC1(OC2=C(O1)C=CC(=C2)[C@H](C)OC=2C=C(C=CC2F)N2N=C(C=1CCC[C@@H](C21)OC2=CC=C(C(=O)O)C=C2)C(F)(F)F)F